C(CCCCC(=O)O)(=O)O.CC(CCCC)(O)O Methylpentanediol Adipate